4,4'-bis[(1,4-dihydro-4-oxo-6-phenylamino-1,3,5-triazine-2-yl)amino]Stilben-2,2'-disulfonic acid Disodium [Na].[Na].O=C1N=C(NC(=N1)NC1=CC=CC=C1)NC=1C=C(C(=CC1)C=CC=1C(=CC(=CC1)NC=1NC(=NC(N1)=O)NC1=CC=CC=C1)S(=O)(=O)O)S(=O)(=O)O